[5-(oxetan-3-ylmethylsulfonyl)furan-2-carbonyl]oxylithium O1CC(C1)CS(=O)(=O)C1=CC=C(O1)C(=O)O[Li]